S1C(=NC2=C1C=CC=C2)NC2=C(C=C(N=N2)N(C=2SC(=C(N2)C(=O)O)CCCOC2=C(C=C(C=C2)C#CCNC)F)CC(CO)N2CCOCC2)C 2-[[6-(1,3-benzothiazol-2-ylamino)-5-methyl-pyridazin-3-yl]-(3-hydroxy-2-morpholino-propyl)amino]-5-[3-[2-fluoro-4-[3-(methylamino)prop-1-ynyl]phenoxy]propyl]thiazole-4-carboxylic acid